6-[8-(1,3-benzothiazol-2-ylcarbamoyl)-3,4-dihydroisoquinolin-2(1H)-yl]-3-[1-(3-formylbenzyl)-1H-pyrazol-4-yl]pyridine-2-carboxylic acid S1C(=NC2=C1C=CC=C2)NC(=O)C=2C=CC=C1CCN(CC21)C2=CC=C(C(=N2)C(=O)O)C=2C=NN(C2)CC2=CC(=CC=C2)C=O